N-[(dimethylamino)-1H-1,2,3-triazolo[4,5-b]-pyridin-1-ylmethylene]-N-methylmethanaminium tetrafluoroborate F[B-](F)(F)F.CN(C)C(=[N+](C)C)N1N=NC2=NC=CC=C21